(Z)-N'-hydroxybenzo[c][1,2,5]thiadiazole-5-carboximidamide O\N=C(/N)\C1=CC=2C(=NSN2)C=C1